BrC1=CC=C(C=C1)C1=NC(=NO1)C(C)(C)S(=O)(=O)N 2-[5-(4-bromophenyl)-1,2,4-oxadiazol-3-yl]propane-2-sulphonamide